[cis-2-fluorocyclopropyl]-[(5R,7R)-7-fluoro-5-phenyl-6,7-dihydro-5H-pyrrolo[1,2-b][1,2,4]triazol-2-yl]methanone F[C@@H]1[C@@H](C1)C(=O)C=1N=C2N(N1)[C@H](C[C@H]2F)C2=CC=CC=C2